7-(6-(methylsulfonyl)pyridin-3-yl)-4-phenyl-3,4-dihydro-1H-benzo[4,5]imidazo[2,1-c][1,4]oxazine CS(=O)(=O)C1=CC=C(C=N1)C1=CC2=C(N=C3COCC(N32)C3=CC=CC=C3)C=C1